phenyl trifluoromethanesulfonate FC(S(=O)(=O)OC1=CC=CC=C1)(F)F